C(C)(C)(C)C1CCN(CC1)C(=O)NC1=CC(=C(C=C1)C(NC1=NC=C(C=C1)C)=O)C=1N=NNN1 4-(tert-butyl)-N-(4-((5-methylpyridin-2-yl)carbamoyl)-3-(2H-tetrazol-5-yl)phenyl)piperidine-1-formamide